NC1=CC(=C(C=N1)C1CCN(CC1)C(=O)C1=NC=C(C(=C1)OC)OCC1=C(C=CC=C1)F)OC (6-Amino-4-methoxy-3',4',5',6'-tetrahydro-2'H-[3,4']bipyridinyl-1'-yl)-[5-(2-fluoro-benzyloxy)-4-methoxy-pyridin-2-yl]-methanone